1-(2-aminoethyl)pyrrolidin-2-one NCCN1C(CCC1)=O